C(C)OC1=NC=CC=C1C1=CC(=C2C(=N1)C(=NN2[C@@H](CC)C)C)NCC=2N=CNC2 (R)-5-(2-ethoxy-3-pyridinyl)-N-(1H-imidazol-4-ylmethyl)-3-methyl-1-[1-methylpropyl]pyrazolo[4,3-b]pyridin-7-amine